N-octadecyllauramide C(CCCCCCCCCCCCCCCCC)NC(CCCCCCCCCCC)=O